CN1CCC2(C[C@@H]2C(=O)N[C@@H](CCCCCC(CC)=O)C=2NC(=CN2)C=2C=C3C=CN(C(C3=CC2)=O)C)CC1 (S)-6-Methyl-N-((S)-1-(5-(2-methyl-1-oxo-1,2-dihydroisochinolin-6-yl)-1H-imidazol-2-yl)-7-oxononyl)-6-azaspiro[2.5]octan-1-carboxamid